N-ETHYL-2-[ETHYL(4-FORMYL-3-METHYLPHENYL)AMINO]ACETAMIDE C(C)NC(CN(C1=CC(=C(C=C1)C=O)C)CC)=O